(1R,4S)-methyl bicyclo[2.2.1]heptane-2-ene-2-carboxylate [C@@H]12C(=C[C@@H](CC1)C2)C(=O)OC